ON=C(C1=CC=CC=C1)N N'-hydroxy-benzimidamide